palmitoyl-2-acetyl-sn-glycero-3-phosphocholine C(CCCCCCCCCCCCCCC)(=O)C(OP(OC[C@@H](CO)OC(C)=O)(=O)[O-])C[N+](C)(C)C